CC1(C2=CC=CC=C2C=2C=CC(=CC12)NC1=CC=2C(C3=CC=CC=C3C2C=C1)(C)C)C N-(9,9-dimethyl-9H-fluoren-2-yl)-9,9-dimethyl-9H-fluoren-2-amine